7-((R)-4-acryloyl-3-((methylsulfonyl)methyl)piperazin-1-yl)-9-chloro-10-(2,4-difluorophenyl)-2,3-dihydro-5H-[1,4]thiazino[2,3,4-ij]quinazolin-5-one C(C=C)(=O)N1[C@H](CN(CC1)C1=NC(N2C3=C(C(=C(C=C13)Cl)C1=C(C=C(C=C1)F)F)SCC2)=O)CS(=O)(=O)C